NC1=C2C(=NC=N1)N(N=C2C#C[Si](C)(C)C)[C@H]2C[C@@H](N(C2)C(=O)OC(C)(C)C)COC (2R,4S)-tert-butyl 4-(4-amino-3-((trimethylsilyl)ethynyl)-1H-pyrazolo[3,4-d]pyrimidin-1-yl)-2-(methoxymethyl)pyrrolidine-1-carboxylate